FC1=CC=C(C=C1)S(=O)(=O)OC1=CC=C(C=C1)C(\C=C\C1=CC=C(C=C1)O)=O [4-[(E)-3-(4-Hydroxyphenyl)prop-2-enoyl]phenyl] 4-fluorobenzenesulfonate